NC1=C(C=2C=NC=CC2N1)C#N 2-amino-1H-pyrrolo[3,2-c]pyridine-3-carbonitrile